BrC1=C(C(=C(C=C1)N1CCN(CC1)CCC1=C2C(=NN(C2=CC=C1)C1C(NC(CC1)=O)=O)C)F)F 3-(4-(2-(4-(4-Bromo-2,3-difluorophenyl)piperazin-1-yl)ethyl)-3-methyl-1H-indazol-1-yl)piperidine-2,6-dione